C(C)OC(C(CC(CCC(C)C)C1=C(CCC1)C(=O)[O-])(F)F)=O 2-(1-ethoxy-2,2-difluoro-7-methyl-1-oxooctan-4-yl)cyclopent-1-ene-1-carboxylate